FC(C(=O)F)F Difluoro-acetyl fluoride